(2S,5S)-5-((S)-2-Benzoylamino-4-methyl-pentanoylamino)-4-oxo-1,2,4,5,6,7-hexahydro-azepino[3,2,1-hi]indole-2-carboxylic acid (1H-[1,2,3]triazol-4-ylmethyl)-amide N1N=NC(=C1)CNC(=O)[C@H]1N2C3=C(C=CC=C3C1)CC[C@@H](C2=O)NC([C@H](CC(C)C)NC(C2=CC=CC=C2)=O)=O